5-(5'-fluoro-4-methyl-[3,4'-bipyridin]-2'-yl)-3-(5-fluoropyridin-2-yl)-1,2,4-oxadiazole FC=1C(=CC(=NC1)C1=NC(=NO1)C1=NC=C(C=C1)F)C=1C=NC=CC1C